C(#N)C(CCCO)(C)SC(=S)SCCCCCCCCCCCC 4-cyano-4-(dodecylsulfanyl-thiocarbonyl)sulfanylpentanol